ClC=1C=NC2=C(C=CC=C2C1Cl)S(=O)(=O)NC1=C(C=CC=C1)C#CC=1C=CC=NC1 5-{2-[2-(3,4-Dichlorochinolin-8-sulfonamido)phenyl]ethynyl}pyridin